C(CCCCCCCCCCC)SC(=S)SC(C(=O)O)C 2-(((dodecylthio)carbonothioyl)thio)propionic acid